tert-butyl ((6-((2-chloro-3-(2,3-dichloropyridin-4-yl)phenyl)carbamoyl)pyridin-3-yl)methyl)(2-hydroxyethyl)carbamate ClC1=C(C=CC=C1C1=C(C(=NC=C1)Cl)Cl)NC(=O)C1=CC=C(C=N1)CN(C(OC(C)(C)C)=O)CCO